2-(2-fluoro-4-nitrophenyl)-4-methylpiperazin-2-ylethan-1-ol FC1=C(C=CC(=C1)[N+](=O)[O-])C1(NCCN(C1)C)C(C)O